7-amino-N-(benzyloxy)heptanamide hydrochloride salt Cl.NCCCCCCC(=O)NOCC1=CC=CC=C1